FC(C=1C=C(C=C(C1)C(F)(F)F)OB([O-])[O-])(F)F 3,5-bistrifluoromethylphenylborate